C(=O)(O)C1=C(C=CC=C1)\C=C\C(=O)C1=CC=CC=C1 carboxychalcone